FCC(COC1=CC=C2C(=N1)SC(=N2)\C=C\C#CC2=NC=C(N=C2)NC)O (E)-1-fluoro-3-((2-(4-(5-(methylamino)pyrazine-2-yl)but-1-en-3-yn-1-yl)thiazolo[5,4-b]pyridin-5-yl)oxy)propan-2-ol